C(\C=C\C(=O)O)(=O)O.C(C1=CC=CC=C1)OC(=O)N1CC2N(C(N(C(C2)=O)CCCCN2CCN(CC2)C2=NSC3=C2C=CC=C3)=O)CC1 7-[4-(4-Benzo[d]isothiazol-3-yl-piperazin-1-yl)-butyl]-6,8-dioxo-octahydro-pyrazino[1,2-c]pyrimidine-2-carboxylic acid benzyl ester fumarate